9-decenyl acetate C(C)(=O)OCCCCCCCCC=C